O1C=C(C=C1)/C=C/C(=O)N[C@H]1[C@@H](C(OC2=CC3=C(C=C12)C=CC(O3)=O)(C)C)O (E)-3-(furan-3-yl)-N-((3S,4R)-3-hydroxy-2,2-dimethyl-8-oxo-2,3,4,8-tetrahydropyrano[3,2-g]chromen-4-yl)acrylamide